S(=O)(=O)(O)O.C(C)N1C=NCC1 ethylimidazoline sulfate